3,3'-(oxybis(ethane-2,1-diyl))bis(1-methyl-1H-benzo[d]imidazol-3-ium) hydrogen carbonate C(O)([O-])=O.O(CC[N+]1=CN(C2=C1C=CC=C2)C)CC[N+]2=CN(C1=C2C=CC=C1)C.C(O)([O-])=O